1-(oxazol-5-ylmethyl)-1H-benzo[d]imidazole-6-carboxylic acid tert-butyl ester C(C)(C)(C)OC(=O)C=1C=CC2=C(N(C=N2)CC2=CN=CO2)C1